N-(3-cyclobutyl-5-(2-hydroxypropan-2-yl)pyrazolo[1,5-a]pyridin-2-yl)-3,3-dimethylbutanamide C1(CCC1)C=1C(=NN2C1C=C(C=C2)C(C)(C)O)NC(CC(C)(C)C)=O